F[C@H]1C[C@@H](N(C1)C)C1=NC(=NO1)C1=NC=C(C=C1)C#CC1=NC=CC=C1 5-((2R,4S)-4-fluoro-1-methylpyrrolidin-2-yl)-3-(5-(pyridin-2-ylethynyl)pyridin-2-yl)-1,2,4-oxadiazole